Magnesium-oxid [O-2].[Mg+2]